COC(C1=CC(=CC=C1)C1=NC(=C2C(=N1)N(N=C2)C2CCCCC2)NC(=O)C=2SC(=CC2)[N+](=O)[O-])=O 3-(1-cyclohexyl-4-(5-nitrothiophene-2-carboxamido)-1H-pyrazolo[3,4-d]pyrimidin-6-yl)benzoic acid methyl ester